CC(C=O)(C=C(C)C)C 2,2,4-trimethyl-3-pentenal